N-((3R,4S)-4-((8-((cyclopropylmethyl)amino)-6-(2-fluoro-3,5-bis(methoxy-d3)phenyl)pyrido[3,4-d]pyrimidin-2-yl)amino)tetrahydrofuran-3-yl)acrylamide C1(CC1)CNC1=NC(=CC2=C1N=C(N=C2)N[C@H]2[C@H](COC2)NC(C=C)=O)C2=C(C(=CC(=C2)OC([2H])([2H])[2H])OC([2H])([2H])[2H])F